ethylene propyl nitrate [N+](=O)(OCCC)[O-].C=C